3-(dimethylaminopropyl)carbodiimide hydrochloride Cl.CN(C)CCCN=C=N